OC(C1NCC=2C=CC(=NC2C1)C(=O)OC)C1=CC=CC=C1 methyl 7-(hydroxy(phenyl)methyl)-5,6,7,8-tetrahydro-1,6-naphthyridine-2-carboxylate